FC(CN1N=C(C2=CC=CC=C12)C(=O)NC=1C=C(C(=O)NC2=C(C=C(C=C2)F)CC(=O)O)C=CC1N1CCCCC1)F 2-(2-(3-(1-(2,2-Difluoroethyl)-1H-indazole-3-carboxamido)-4-(piperidin-1-yl)benzamido)-5-fluorophenyl)acetic acid